N-(((5-chloropyrimidin-2-yl)methyl)sulfonyl)-4-(2,6-dimethoxyphenyl)-5-(6-ethoxypyridin-2-yl)-4H-1,2,4-triazole-3-carboxamide ClC=1C=NC(=NC1)CS(=O)(=O)NC(=O)C1=NN=C(N1C1=C(C=CC=C1OC)OC)C1=NC(=CC=C1)OCC